(S)-3-((5-(4'-amino-4'H,6'H-spiro[piperidine-4,5'-pyrrolo[1,2-b]pyrazol]-1-yl)pyrazin-2-yl)thio)-2-(trifluoromethyl)benzonitrile N[C@H]1C2(CN3N=CC=C31)CCN(CC2)C=2N=CC(=NC2)SC=2C(=C(C#N)C=CC2)C(F)(F)F